CN1CC=2C(C3=CC=CC(=C13)N)=NN(C2)C([2H])([2H])[2H] 5-methyl-2-(methyl-d3)-4,5-dihydro-2H-pyrazolo[4,3-c]quinolin-6-amine